(1R,2S)-1-N-Boc-cyclohexane-1,2-diamine C(=O)(OC(C)(C)C)N[C@H]1[C@H](CCCC1)N